(1-(2-(4-oxo-2-thioxo-2,3,4,5-tetrahydro-1H-pyrrolo[3,2-d]pyrimidin-1-yl) ethoxy) cyclopropyl) methylcarbamate CNC(OC1(CC1)OCCN1C(NC(C2=C1C=CN2)=O)=S)=O